(R)-4-(4-(4-((1-(3-Amino-5-(trifluoromethyl)phenyl)ethyl)amino)-7-methoxy-2-methylquinazolin-6-yl)cyclohexane-1-carbonyl)piperazine NC=1C=C(C=C(C1)C(F)(F)F)[C@@H](C)NC1=NC(=NC2=CC(=C(C=C12)C1CCC(CC1)C(=O)N1CCNCC1)OC)C